(2-bromoethoxy)trimethylsilane BrCCO[Si](C)(C)C